copper-heptatelluride [Cu](=[Te])(=[Te])(=[Te])(=[Te])(=[Te])(=[Te])=[Te]